8,10-dichloro-7,12-dihydro-indolo-[3,2-d][1]benzazepin-6(5H)-one ClC1=C2C(=CC(=C1)Cl)NC1=C2CC(NC2=C1C=CC=C2)=O